5-(2-((1-(2H-tetrazol-5-yl)ethyl)amino)-2-oxoacetyl)-N-(4-fluoro-3-methylphenyl)-1,2,4-trimethyl-1H-pyrrole-3-carboxamide N=1NN=NC1C(C)NC(C(=O)C1=C(C(=C(N1C)C)C(=O)NC1=CC(=C(C=C1)F)C)C)=O